C(CCCCCCC)(=O)ONC1=NC(N([C@H]2[C@H](O)[C@H](O)[C@@H](CO)O2)C=C1)=O N4-(Octanoyloxy)cytidine